FC=1C=C(C=CC1C=1N=C2SC3=C(N2C1)C=C(C(=C3)C(NC3CCN(CC3)C)=O)OC)[C@@H]3N(CCC3)C(=O)OC(C)(C)C tert-butyl (R)-2-(3-fluoro-4-(6-methoxy-7-((1-methylpiperidin-4-yl)carbamoyl)benzo[d]imidazo[2,1-b]thiazol-2-yl)phenyl)pyrrolidine-1-carboxylate